Cl.ClC1=CC=C(NC2=CC3=NC4=CC=CC=C4N(C3=CC2=N)C2=CC=C(C=C2)Cl)C=C1 2-p-chloroanilino-5-p-chlorophenyl-3,5-dihydro-3-iminophenazine hydrochloride